N-(1H-benzimidazol-2-ylmethyl)-2-[(3S)-3-methylmorpholin-4-yl]-8-(propan-2-yl)pyrazolo[1,5-a][1,3,5]triazin-4-amine N1C(=NC2=C1C=CC=C2)CNC2=NC(=NC=1N2N=CC1C(C)C)N1[C@H](COCC1)C